4-amino-1-methyl-N-(1-methyl-1H-pyrazol-4-yl)-N-((5-(trifluoromethyl)-2-pyridinyl)methyl)-1H-pyrazolo[4,3-c][1,7]naphthyridine-8-carboxamide NC1=NC=2C=NC(=CC2C2=C1C=NN2C)C(=O)N(CC2=NC=C(C=C2)C(F)(F)F)C=2C=NN(C2)C